5-(((3-(2-(dimethylamino)ethyl)-1H-indole-1-carbonyl)oxy)methoxy)-5-oxopentanoic acid CN(CCC1=CN(C2=CC=CC=C12)C(=O)OCOC(CCCC(=O)O)=O)C